O.O.[Na] sodium, dihydrate